C(C(=O)OCC)(=O)OC1(CC(C1)N(COC)C(=O)OC(C)(C)C)C=1C(=NC(=CC1)Cl)F (1r,3r)-3-((tert-butoxycarbonyl)(methoxymethyl)amino)-1-(6-chloro-2-fluoropyridin-3-yl)cyclobutyl ethyl oxalate